C(C)N(CC)CC=1C=CC(=NC1)/C=C/C1=NNC2=CC(=CC=C12)SC1=C(C(=O)NCC)C=CC=C1F 2-({3-[(E)-2-{5-[(diethylamino)methyl]pyridin-2-yl}vinyl]-1H-indazole-6-yl}thio)-N-ethyl-3-fluorobenzamide